C/C(=C\C)/[Sn](CCCC)(CCCC)CCCC (E)-but-2-en-2-yl-tributylstannane